(2S)-2-[3-(4-chlorophenyl)prop-2-enoylamino]-3-phenylpropionic acid ClC1=CC=C(C=C1)C=CC(=O)N[C@H](C(=O)O)CC1=CC=CC=C1